tert-butyl 8-{2-[(4-bromopyridin-2-yl)carbamoyl]ethyl}-5-oxa-2,8-diazaspiro[3.5]nonane-2-carboxylate BrC1=CC(=NC=C1)NC(=O)CCN1CCOC2(CN(C2)C(=O)OC(C)(C)C)C1